C1=CC(=CC=C1C(=N)N)OCCCOC2=CC=C(C=C2)C(=N)N.C(CS(=O)(=O)O)O.C(CS(=O)(=O)O)O The molecule is a guanidinium salt obtained by combining propamidine with two molar equivalents of isethionic acid. Used for the treatment of minor eye or eyelid infections, such as conjunctivitis and blepharitis. It has a role as an antimicrobial agent and an antiseptic drug. It is a guanidinium salt and an organosulfonate salt. It contains a propamidine(2+).